O1-tert-butyl O4-ethyl 5-(4-chlorophenyl)-3,6-dihydro-2H-pyridine-1,4-dicarboxylate ClC1=CC=C(C=C1)C1=C(CCN(C1)C(=O)OC(C)(C)C)C(=O)OCC